[Ir].[Ir].C1(=CC=CC=C1)C1=NC=CC=C1 (2-phenylpyridine) diiridium